Br.ClC=1C=NC(=NC1)C1(CC1)N 1-(5-chloropyrimidin-2-yl)cyclopropylamine hydrobromide